Cl.FC([C@@H](C1=CC=C(C=C1)F)N)(F)F (R)-2,2,2-trifluoro-1-(4-fluorophenyl)ethylamine hydrochloride